1-(2-chloro-4-fluoro-phenyl)-6-cyclopropyl-N-[3-fluoro-4-[(3-fluoro-6,7-dimethoxy-4-quinolyl)oxy]phenyl]-2-oxo-pyridine-3-carboxamide ClC1=C(C=CC(=C1)F)N1C(C(=CC=C1C1CC1)C(=O)NC1=CC(=C(C=C1)OC1=C(C=NC2=CC(=C(C=C12)OC)OC)F)F)=O